C(C)C=1C(=NC=CC1)C1=NC=CC=C1Br 3-ethyl-3'-bromo-2,2'-bipyridine